Methyl ((6-methyl-2-(((3R*,5R*)-5-(2-oxoethyl)tetrahydrofuran-3-yl)oxy)pyridin-3-yl)sulfonyl)-L-prolinate CC1=CC=C(C(=N1)O[C@H]1CO[C@H](C1)CC=O)S(=O)(=O)N1[C@@H](CCC1)C(=O)OC |o1:8,11|